C1=NC=C(C2=CC=CC=C12)N1C(N(C[C@@H]1C#N)C1=CC(=CC=C1)OC(F)(F)F)=O (R)-3-(isoquinolin-4-yl)-2-oxo-1-(3-(trifluoromethoxy)phenyl)imidazolidine-4-carbonitrile